(S)-(4-(4-(difluoromethyl)pyrazolo[1,5-a]pyridin-2-yl)-6,7-dihydro-1H-imidazo[4,5-c]pyridin-5(4H)-yl)(5-(1-methyl-1H-pyrazol-3-yl)-1,3,4-oxadiazol-2-yl)methanone FC(C=1C=2N(C=CC1)N=C(C2)[C@H]2N(CCC1=C2N=CN1)C(=O)C=1OC(=NN1)C1=NN(C=C1)C)F